3-{[1,1'-Biphenyl]-4-yl}-5-chloro-[1,1'-biphenyl]-2-carbonitrile C1(=CC=C(C=C1)C1=C(C(=CC(=C1)Cl)C1=CC=CC=C1)C#N)C1=CC=CC=C1